tert-butyl N-[[2-[6-(2,2-difluorocyclopropyl)-2-pyridyl]-1,6-naphthyridin-7-yl]methyl]carbamate FC1(C(C1)C1=CC=CC(=N1)C1=NC2=CC(=NC=C2C=C1)CNC(OC(C)(C)C)=O)F